2-({5-[(2S)-oxolane-2-carbonyl]-1H,2H,3H,4H,5H,6H-pyrrolo[3,4-c]pyrrol-2-yl}sulfonyl)pyridine O1[C@@H](CCC1)C(=O)N1CC2=C(C1)CN(C2)S(=O)(=O)C2=NC=CC=C2